3-fluoro-N-(3-tolyl)-3-(p-tolylthio)acrylamide FC(=CC(=O)NC=1C=C(C=CC1)C)SC1=CC=C(C=C1)C